COC(=O)C=1N(C=C(C1Cl)C1=CC=NC=C1)CCN.CC1(NC(CC(C1)NCCCCCCNC1CC(NC(C1)(C)C)(C)C)(C)C)C 1,6-bis(2,2,6,6-tetramethyl-4-piperidylamino)hexane methyl-1-(2-aminoethyl)-3-chloro-4-(pyridin-4-yl)-1H-pyrrole-2-carboxylate